C(C=C)C=1C=C(C=CC1C#N)C(C)(C)C1=CC(=C(C=C1)C#N)CC=C bis(3-allyl-4-cyanophenyl)propane